gold-titanium dioxide [O-2].[O-2].[Ti+4].[Au+3]